(S)-N-(6-(5-methyl-1,3,4-thiadiazol-2-yl)isoquinolin-3-yl)-2-morpholinylpropanamide CC1=NN=C(S1)C=1C=C2C=C(N=CC2=CC1)NC([C@H](C)N1CCOCC1)=O